OC1=C(C2=CC=CC=C2C=C1)C1=C(C=CC=C1)NC(C1=CC=CC=C1)=O N-(2-(2-hydroxynaphthalen-1-yl)phenyl)benzamide